CC=1SC2=NC=C(C=C2N1)B1OC(C(O1)(C)C)(C)C 2-Methyl-6-(4,4,5,5-tetramethyl-1,3,2-dioxaborolan-2-yl)thiazolo[5,4-b]pyridine